N(N)C1=CC=C(C=N1)C(=O)[O-] 6-hydrazinopyridine-3-carboxylate